C(N)(=O)C1=CC=2C(=CC(=NC2S1)N1C(N(C[C@H]1C(N(C)C1=C(C(=C(C=C1)F)Cl)F)=O)C(=O)OC(C)(C)C)=O)C(F)(F)F tert-butyl (4S)-3-[2-carbamoyl-4-(trifluoromethyl) thieno[3,2-e]pyridin-6-yl]-4-[N-(3-chloro-2,4-difluorophenyl)-N-methylcarbamoyl]-2-oxoimidazolidinecarboxylate